(E)-1-(4-Hydroxyphenyl)-3-[4-methoxy-3-[(4-methylphenoxy)methyl]phenyl]prop-2-en-1-one OC1=CC=C(C=C1)C(\C=C\C1=CC(=C(C=C1)OC)COC1=CC=C(C=C1)C)=O